BrCCOC1=NOC(=C1)C(C(=O)N1[C@@H](C[C@H](C1)O)C(=O)N[C@@H](CO)C1=CC=C(C=C1)C1=C(N=CS1)C)C(C)C (2S,4R)-1-(2-(3-(2-bromoethoxy)isoxazol-5-yl)-3-methylbutanoyl)-4-hydroxy-N-((R)-2-hydroxy-1-(4-(4-methylthiazol-5-yl)phenyl)ethyl)pyrrolidine-2-carboxamide